CC1=CNC2=NC=C(C=C21)C=2C=C1CCN(CC1=C(C2)[C@@H]2NCCOC2)C(C)=O (S)-1-(6-(3-methyl-1H-pyrrolo[2,3-b]pyridin-5-yl)-8-(morpholin-3-yl)-3,4-dihydroisoquinolin-2(1H)-yl)ethan-1-one